[Na+].NC(CC)S(=O)(=O)[O-] aminopropanesulfonic acid sodium salt